COC1=CC=C(CN(S(=O)(=O)[C@@H](C(=O)N(C)C)CCC=C)CC2=CC=C(C=C2)OC)C=C1 (R)-2-(N,N-BIS(4-METHOXYBENZYL)SULFAMOYL)-N,N-DIMETHYLHEX-5-ENAMIDE